(4-((R)-amino(4,5-dichloro-2-hydroxyphenyl)methyl)piperidin-1-yl)((S)-pyrrolidin-3-yl)methanone N[C@H](C1CCN(CC1)C(=O)[C@@H]1CNCC1)C1=C(C=C(C(=C1)Cl)Cl)O